NC=1C=CC(=C(C(=O)NCC2=CC(=CC=C2)C=2SC=CN2)C1)CCC 5-amino-2-propyl-N-(3-(thiazol-2-yl)benzyl)benzamide